bis(diethylamino)zirconium C(C)N(CC)[Zr]N(CC)CC